[Na+].O=C1CC2SCC(=C(N12)C(=O)[O-])[C@H]1OCCC1 8-oxo-3-[(2S)-tetrahydro-2-furanyl]-5-thia-1-azabicyclo[4.2.0]Oct-2-ene-2-carboxylic acid, monosodium salt